5-amino-3-{(1S,3R)-3-[(tert-butylcarbamoyl)oxy]cyclopentyl}-1H-pyrazole-1-carboxylic acid ethyl ester C(C)OC(=O)N1N=C(C=C1N)[C@@H]1C[C@@H](CC1)OC(NC(C)(C)C)=O